N1CCNCC12CCCCC2 1,4-diazaspiro[5.5]undecane